(S)-N-((S)-1-cyano-2-(2-fluoro-4-(2-methyl-3-oxoisoindolin-5-yl)phenyl)ethyl)-1,4-oxazepane-2-carboxamide C(#N)[C@H](CC1=C(C=C(C=C1)C=1C=C2C(N(CC2=CC1)C)=O)F)NC(=O)[C@H]1OCCCNC1